(1R,5S,6r)-6-(5,5-dimethyl-4,5-dihydro-1,2-oxazol-3-yl)-3-azabicyclo[3.1.0]hexane TFA salt OC(=O)C(F)(F)F.CC1(CC(=NO1)C1[C@H]2CNC[C@@H]12)C